3-(5-{[4-(Aminomethyl)phenyl]methoxy}-1-(2-chlorobenzoyl)-1H-pyrazol-3-yl)-1-(3-hydroxypyrrolidin-1-carbonyl)-4-(trifluoromethyl)piperidin NCC1=CC=C(C=C1)COC1=CC(=NN1C(C1=C(C=CC=C1)Cl)=O)C1CN(CCC1C(F)(F)F)C(=O)N1CC(CC1)O